(1R,3R,5R)-2-(3-(1-amino-2-methyl-1-oxo-2-propanyl)benzoyl)-N-((R)-(4-chloro-2,5-difluorophenyl)(3-oxetanyl)methyl)-2-azabicyclo[3.1.0]hexane-3-carboxamide NC(C(C)(C)C=1C=C(C(=O)N2[C@@H]3C[C@@H]3C[C@@H]2C(=O)N[C@H](C2COC2)C2=C(C=C(C(=C2)F)Cl)F)C=CC1)=O